(2R,3S,5R)-5-(4-amino-5-fluoro-2-oxopyrimidin-1(2H)-yl)-3-hydroxy-2-(hydroxymethyl)tetrahydrofuran-2-carbonitrile NC1=NC(N(C=C1F)[C@H]1C[C@@H]([C@@](O1)(C#N)CO)O)=O